C1(=CC=CC=C1)OC(NC1=NC(=NS1)N(C)C1=CC=C(C=C1)OC)=O phenyl(3-((4-methoxyphenyl)(methyl)amino)-1,2,4-thiadiazole-5-yl)carbamate